dibenzo[B,d]thiophene-2,7-diamine C1=C(C=CC=2SC3=C(C21)C=CC(=C3)N)N